[Si](C)(C)(C(C)(C)C)OCCN=S(=O)(C=1C=C2C=NN(C2=CC1)COCC[Si](C)(C)C)C=1C=C(N(C1C)C)C(=O)O 4-[N-[2-[tert-butyl(dimethyl)silyl]oxyethyl]-S-[1-(2-trimethylsilyl-ethoxymethyl)indazol-5-yl]sulfonimidoyl]-1,5-dimethyl-pyrrole-2-carboxylic acid